3-[2-(trimethylazaniumyl)ethyl]-1H-indol C[N+](CCC1=CNC2=CC=CC=C12)(C)C